(S)-3-(8-(2,4-dichlorophenyl)-9-(4-((1-(3-fluoropropyl)pyrrolidin-3-yl)oxy)phenyl)-6,7-dihydro-5H-benzo[7]annulen-3-yl)oxazolidin-2-one ClC1=C(C=CC(=C1)Cl)C=1CCCC2=C(C1C1=CC=C(C=C1)O[C@@H]1CN(CC1)CCCF)C=CC(=C2)N2C(OCC2)=O